C(C)(C)(C)C=1C=C(C=C(C1O)C)CCC(=O)OCCOCCOCCOC(CCC1=CC(=C(C(=C1)C)O)C(C)(C)C)=O triethylene glycol bis[3-(3-tert-butyl-4-hydroxy-5-methylphenyl)propionate]